NC=1C=CC=2N=C3N(C2N1)C=CC=C3C 2-Amino-6-methyldipyrido[1,2-a:3',2'-d]imidazole